CC1=NC=CC(=C1)C=1OC=C(N1)NC(OC(C)(C)C)=O tert-Butyl (2-(2-methylpyridin-4-yl)oxazol-4-yl)carbamate